(S)-1-(5-(1-methyl-1H-pyrrolo[2,3-b]pyridin-3-yl)-1H-pyrrole-2-carbonyl)-N-(3,4,5-trifluorophenyl)pyrrolidine-3-carboxamide CN1C=C(C=2C1=NC=CC2)C2=CC=C(N2)C(=O)N2C[C@H](CC2)C(=O)NC2=CC(=C(C(=C2)F)F)F